5-(6-chloropyrazin-2-yl)-1,3,4-thiadiazole-2-carboxylic acid ethyl ester C(C)OC(=O)C=1SC(=NN1)C1=NC(=CN=C1)Cl